NC1[C@H](N(CC1)C)CO 3-amino-N-methylprolinol